C(C1=CC=CC=C1)OC(=O)N1C(C(C(C1)C)O)CC1=C(C(=CC=C1)Br)F 2-[(3-bromo-2-fluoro-phenyl)methyl]-3-hydroxy-4-methyl-pyrrolidine-1-carboxylic acid benzyl ester